5,5'-oxybis(N-tetradecyl-2-methyl-3-hydroxypyridin-4-one) O(C=1C(C(=C(N(C1)CCCCCCCCCCCCCC)C)O)=O)C=1C(C(=C(N(C1)CCCCCCCCCCCCCC)C)O)=O